ethyl methyl (2-fluorocyclohexyl)phosphonate FC1C(CCCC1)P(OCC)(OC)=O